3-(4,4,5,5-tetramethyl-1,3,2-dioxaborolan-2-yl)-1-(2,2,2-trifluoroethyl)pyrazole CC1(OB(OC1(C)C)C1=NN(C=C1)CC(F)(F)F)C